di(m-chlorophenyl)methylene(cyclopentadienyl)(2,7-dimethyl-3,6-ditert-butylfluorenyl)zirconium dichloride [Cl-].[Cl-].ClC=1C=C(C=CC1)C(=[Zr+2](C1=C(C(=CC=2C3=CC(=C(C=C3CC12)C)C(C)(C)C)C(C)(C)C)C)C1C=CC=C1)C1=CC(=CC=C1)Cl